2-fluoro-N-(1-(2-(4-(trifluoromethyl)phenyl)quinazolin-4-yl)azetidin-3-yl)acrylamide FC(C(=O)NC1CN(C1)C1=NC(=NC2=CC=CC=C12)C1=CC=C(C=C1)C(F)(F)F)=C